3-benzyloxy-N-(pyridin-2-yl)thiophene-2-carboxamide C(C1=CC=CC=C1)OC1=C(SC=C1)C(=O)NC1=NC=CC=C1